C(CCCCCCC)(=O)OC(CN(CC(CCCCCC)OC(CCCCCCC)=O)CCCN(C)C)CCCCCC ((3-(dimethylamino)propyl)azanediyl)bis(octane-1,2-diyl) dioctanoate